tert-butyl 6-(propylamino)-2-azaspiro[3.3]heptane-2-carboxylate C(CC)NC1CC2(CN(C2)C(=O)OC(C)(C)C)C1